4,4'-Methylenbis(2,6-diethylanilin) C(C1=CC(=C(N)C(=C1)CC)CC)C1=CC(=C(N)C(=C1)CC)CC